NC=1C=CC(=C(C1)O)N1N=CC=N1 5-amino-2-(2H-1,2,3-triazole-2-yl)phenol